N-(tert-butoxycarbonyl)-O-methyl-D-homoserinate C(C)(C)(C)OC(=O)N[C@H](CCOC)C(=O)[O-]